OC1=CC=C(C=C1)CCNC([C@@H](CC(=O)OC(C)(C)C)NC(CCCCCCC)=O)=O tert-butyl (3R)-4-[2-(4-hydroxyphenyl)ethylamino]-3-(octanoylamino)-4-oxo-butanoate